3-((2,3-dichlorophenyl)thio)pyrazin-2-ol ClC1=C(C=CC=C1Cl)SC=1C(=NC=CN1)O